N-[(2S)-3-Hydroxy-3-methylbutan-2-yl]-3-oxo-2-(1,2-thiazol-4-yl)-6-[4-(trifluoromethoxy)phenyl]-2,3-dihydropyridazine-4-carboxamide OC([C@H](C)NC(=O)C=1C(N(N=C(C1)C1=CC=C(C=C1)OC(F)(F)F)C=1C=NSC1)=O)(C)C